CC1=CC=C(C=C1)S(=O)(=O)OCC1=CC(=C2C=CN(C2=C1)S(=O)(=O)CC1=CC=CC=C1)Br (4-bromo-1-toluenesulfonyl-1H-indol-6-yl)methyl 4-methylbenzenesulfonate